C(C)OCCCCOC 1-(2-ethoxyethyl)-2-methoxyethane